COC1=NC(=CC=C1[C@@H]1[C@](C1)(C(=O)NS(=O)(=O)C=1C=2C=CC(=NC2C=CC1)C)C1=C(C=CC(=C1)C)OC)OC (1S,2R)-2-(2,6-dimethoxypyridin-3-yl)-1-(2-methoxy-5-methylphenyl)-N-(2-methylquinoline-5-sulfonyl)cyclopropane-1-carboxamide